7-(1-(1-ethoxyethyl)-1H-pyrazol-4-yl)-N-((S)-1-fluoropropan-2-yl)-8-methoxy-[1,2,4]triazolo[1,5-c]pyrimidin-2-amine C(C)OC(C)N1N=CC(=C1)C1=C(C=2N(C=N1)N=C(N2)N[C@H](CF)C)OC